1,3-Bis(butyryloxy)propan-2-yl (2-palmitamidoethyl) succinate C(CCC(=O)OCCNC(CCCCCCCCCCCCCCC)=O)(=O)OC(COC(CCC)=O)COC(CCC)=O